7-chloro-5-methyl-1H-pyrazolo[4,3-b]pyridine ClC1=C2C(=NC(=C1)C)C=NN2